SCCOC1=CC(=CC(=C1)OCCS)OCCS 1,3,5-tris(mercaptoethoxy)benzene